(2S)-N-[(1S)-1-cyano-2-{4-[3-(2-methoxyethyl)-2-oxo-2,3-dihydro-1,3-benzothiazol-5-yl]phenyl}ethyl]-1,4-oxazepan-2-carboxamide C(#N)[C@H](CC1=CC=C(C=C1)C=1C=CC2=C(N(C(S2)=O)CCOC)C1)NC(=O)[C@H]1OCCCNC1